BrC1=CC(=CC2=C1N(C=N2)CC)I 7-bromo-1-ethyl-5-iodo-benzimidazole